C(C)N1CCN(CC1)C1=CC=C(C=C1)B1OC(C(O1)(C)C)(C)C 1-ethyl-4-(4-(4,4,5,5-tetramethyl-1,3,2-dioxaborolan-2-yl)phenyl)piperazine